1-(6-{[5-chloro-6-(5-fluoro-2-methylphenyl)pyridin-2-yl]Sulfamoyl}pyridin-2-yl)-4-methylpiperidine-4-carboxylic acid ClC=1C=CC(=NC1C1=C(C=CC(=C1)F)C)NS(=O)(=O)C1=CC=CC(=N1)N1CCC(CC1)(C(=O)O)C